C1(=CC(=CC=C1)[C@@H]1N(OCC1)C1=CC(=NC=N1)NC=1C(=CC(=C(C1)NC(C=C)=O)N1CCN(CC1)CCC)OC)C1=CC=CC=C1 (R)-N-(5-((6-(3-([1,1'-biphenyl]-3-yl)isoxazolidin-2-yl)pyrimidin-4-yl)-amino)-4-methoxy-2-(4-propylpiperazin-1-yl)phenyl)-acrylamide